(S)-2-amino-3-(4-((4-(carboxymethyl)piperazine-1-carboxamido)methyl)phenyl)propanoic acid N[C@H](C(=O)O)CC1=CC=C(C=C1)CNC(=O)N1CCN(CC1)CC(=O)O